10-methoxy-3-imidazol-1-yl-2,3-dihydro-1H-pyrido[3,2,1-kl]phenothiazine COC1=CC=2N3C4=C(C=CC=C4SC2C=C1)C(CC3)N3C=NC=C3